4-(3,4-dihydronaphthalen-2-yl)-1H-1,2,3-triazole C1=C(CCC2=CC=CC=C12)C=1N=NNC1